The molecule is a polysaccharide derivative comprised of a [2)-alpha-L-Rhap(III)-(1->2)-alpha-L-Rhap(II)-(1->3)-alpha-L-Rhap(I)-(1->3)-beta-D-GlcpNAc-(1->] tetrasaccharide repeat modified by the (1->4) linkage of an alpha-D-glucosyl group to the GlcNAc residue and by addition of acetyl groups to O-2 of 80% of the Rha(I) residues and to either O-3 or O-4 of many of the Rha(III) residues (70% to O-3; 15% to O-4). The structure provided is representative of that in Shigella flexneri serotype 1b and shows the most common repeating unit. It has a role as an antigen. C[C@H]1[C@@H]([C@H]([C@H]([C@@H](O1)O[C@@H]2[C@H]([C@@H](O[C@H]([C@@H]2OC(=O)C)O[C@@H]3[C@H]([C@@H](O[C@@H]([C@H]3O[C@@H]4[C@@H]([C@H]([C@@H]([C@H](O4)CO)O)O)O)CO)O)NC(=O)C)C)O)O[C@H]5[C@@H]([C@@H]([C@H]([C@@H](O5)C)O)OC(=O)C)O)O)O